F[C@H]1[C@H](C[C@@]2(C=C[C@H]1N2)C)C(=C)C=2N=NC(=CN2)C2=C(C=C(C=C2)N2C=NN=C2)O 2-(3-(1-((1R,3R,4S,5R)-4-fluoro-1-methyl-8-azabicyclo[3.2.1]oct-6-en-3-yl)vinyl)-1,2,4-triazin-6-yl)-5-(4H-1,2,4-triazol-4-yl)phenol